FC=1C(=CC2=C(N(C(=N2)NC=2OC3=C(N2)C=CC(=C3)OC(F)(F)F)C)C1)C(=O)NCCOC 6-fluoro-N-(2-methoxyethyl)-1-methyl-2-((6-(trifluoromethoxy)benzo[d]oxazol-2-yl)amino)-1H-benzo[d]imidazole-5-carboxamide